C(C)(C)(C)N(C(O)=O)[C@H]1CN(CC1)CCOC.ClC=1C=CC(=NC1)N(S(=O)(=O)C(F)(F)F)S(=O)(=O)C(F)(F)F N-(5-chloropyridin-2-yl)-1,1,1-trifluoro-N-((trifluoromethyl)sulfonyl)methanesulfonamide tert-butyl-(R)-(1-(2-methoxyethyl)pyrrolidin-3-yl)carbamate